C(C)(C)(C)C1=C(C=CC(=C1)O)OC 2-tertiary butyl-4-hydroxyanisole